(hydroxyimino)acetoacetic acid ethyl ester C(C)OC(CC(=O)C=NO)=O